BrC=1C=C2C=C(C(=NC2=CC1)OC)C(C(CCN(C)C)(O)C1=CC(=NC(=C1)OC)OC)C1=C(C(=CC=C1)C)F 1-(6-bromo-2-methoxyquinolin-3-yl)-2-(2,6-dimethoxypyridin-4-yl)-4-(dimethylamino)-1-(2-fluoro-3-methylphenyl)butan-2-ol